BrC=1C(=NC(=CC1)C=1N=NN(C1COC=1N=NN(C1)CC1CC1)C)CC 3-bromo-6-(5-(((1-(cyclopropylmethyl)-1H-1,2,3-triazol-4-yl)oxy)methyl)-1-methyl-1H-1,2,3-triazol-4-yl)-2-ethylpyridine